C(#N)\C(=C/C=1C=NN(C1C)C=1SC(=CC1C#N)C)\C1=NC2=C(C=NC(=C2)OC)N1 (E)-2-(4-(2-cyano-2-(6-methoxy-3H-imidazo[4,5-c]pyridin-2-yl)vinyl)-5-methyl-1H-pyrazol-1-yl)-5-methylthiophene-3-carbonitrile